[Cl-].C(CCC)CC=1NC(=C(N1)C)C monobutyl-trimethyl-imidazole chloride salt